trifluoro-bromo-ethane FC(CBr)(F)F